5-((7-Amino-2,3-dimethylpyrido[3,4-b]pyrazin-8-yl)ethynyl)-N-(2,4-difluorobenzyl)nicotinamide NC1=C(C=2C(=NC(=C(N2)C)C)C=N1)C#CC=1C=NC=C(C(=O)NCC2=C(C=C(C=C2)F)F)C1